tertbutyl ((3S,5S)-5-phenyl-1-(2,2,2-trifluoroacetyl)pyrrolidin-3-yl)carbamate C1(=CC=CC=C1)[C@@H]1C[C@@H](CN1C(C(F)(F)F)=O)NC(OC(C)(C)C)=O